C1(CC1)CN1N=CC(=C1)B1OC(C)(C)C(C)(C)O1 1-cyclopropylmethyl-1H-pyrazol-4-boronic acid pinacol ester